C(#N)C=1C2=C(C(=NC1N1[C@H](CC1)C)N1C[C@H](CC1)CC(=O)O)CCC2(F)F 2-((R)-1-(4-cyano-5,5-difluoro-3-((S)-2-methylazetidin-1-yl)-6,7-dihydro-5H-cyclopenta[c]pyridin-1-yl)pyrrolidin-3-yl)acetic acid